C(C)(=O)N1[C@H]([C@@H]([C@H](C2=CC(=CC=C12)C#N)NC1=NC=CC=C1F)C)C1CC1 (2S,3R,4R)-1-acetyl-2-cyclopropyl-4-((3-fluoropyridin-2-yl)amino)-3-methyl-1,2,3,4-tetrahydroquinoline-6-carbonitrile